COC=1C=C(/C=C/C2=CC=C(OC(=O)OCCNC(C(CC(C)C)NC(OC(C)(C)C)=O)=O)C=C2)C=C(C1)OC Tert-butyl (E)-(1-((2-(((4-(3,5-dimethoxystyryl)phenoxy)carbonyl)oxy)ethyl) amino)-4-methyl-1-oxopentan-2-yl)carbamate